ClC1=CC=C(C=C1)C(CN1N=C(C(=C1C(=O)OCC)C(C)C)C(=O)OCC)=O Diethyl 1-[2-(4-chlorophenyl)-2-oxoethyl]-4-(propan-2-yl)-1H-pyrazole-3,5-dicarboxylate